FC1=C(C(=C(C=C1C1=NN(C2=NC(=NC=C21)N2CCC(CC2)N2CCOCC2)C)C(F)(F)F)F)O 2,6-Difluoro-3-(1-methyl-6-(4-morpholinopiperidin-1-yl)-1H-pyrazolo[3,4-d]pyrimidin-3-yl)-5-(trifluoromethyl)phenol